methyl 4-(2,4-dioxo-6-(trifluoromethyl)-1,4-dihydroquinazolin-3(2H)-yl)isoquinoline-6-carboxylate O=C1NC2=CC=C(C=C2C(N1C1=CN=CC2=CC=C(C=C12)C(=O)OC)=O)C(F)(F)F